n-docosyl octanoate C(CCCCCCC)(=O)OCCCCCCCCCCCCCCCCCCCCCC